(S)-N-(4-(6-(2-azabicyclo[2.2.2]octan-2-yl)pyridin-2-yl)thiazol-2-yl)-1-(1-(methylsulfonyl)-1H-pyrrole-3-carbonyl)azetidine-2-carboxamide C12N(CC(CC1)CC2)C2=CC=CC(=N2)C=2N=C(SC2)NC(=O)[C@H]2N(CC2)C(=O)C2=CN(C=C2)S(=O)(=O)C